C(C)N(C(C1=C(C=CC(=C1)F)OC=1C(=NC=NC1)N1CC2(C1)CCN(CC2)C(=O)[C@H]2NC[C@@H](C2)F)=O)C(C)C N-ethyl-5-fluoro-2-[(4-{7-[(2S,4R)-4-fluoropyrrolidine-2-carbonyl]-2,7-diazaspiro[3.5]nonan-2-yl}pyrimidin-5-yl)oxy]-N-(propan-2-yl)benzamide